CSC1=CC=C(C=C1)C1=NC(=CC(=C1)C(F)(F)F)C1=CC=C(C=C1)SC 2,6-bis(4-methylthiophenyl)-4-(trifluoromethyl)pyridine